COC=1C=C(C=CC1)[C@H]1OC2=C([C@@H]1C)C=CC(=C2)NC(OC(C)(C)C)=O |o1:8,12| tert-Butyl [(2S*,3S*)-2-(3-methoxyphenyl)-3-methyl-2,3-dihydro-1-benzofuran-6-yl]carbamate